1-(5-hydroxypentyl)pyridin-1-ium OCCCCC[N+]1=CC=CC=C1